4-[5-(2-aminoethyl)pyridin-2-yl]-3-[[4-(2-chlorophenyl)imidazol-1-yl]methyl]benzonitrile NCCC=1C=CC(=NC1)C1=C(C=C(C#N)C=C1)CN1C=NC(=C1)C1=C(C=CC=C1)Cl